BrC1=CC(=CC=C1)OCCC(=C)C 1-bromo-3-((3-methylbut-3-en-1-yl)oxy)benzene